O1C(CCCC1)N1N=CC(=C1)C=1C=CC=2N(C1)N=CC2C2CCN(CC2)C(=O)OC(C)(C)C tert-butyl 4-(6-(1-(tetrahydro-2H-pyran-2-yl)-1H-pyrazol-4-yl)pyrazolo[1,5-a]pyridin-3-yl)piperidine-1-carboxylate